3-methyl-3,4-dihydro-1H-benzo[c][1,2,6]thiadiazine-7-carboxylic acid methyl ester 2,2-dioxide COC(=O)C=1C=CC2=C(NS(N(C2)C)(=O)=O)C1